tert-butyl 4-[4-[(5-hydroxy-2-nitro-benzoyl)amino]phenyl]piperazine-1-carboxylate OC=1C=CC(=C(C(=O)NC2=CC=C(C=C2)N2CCN(CC2)C(=O)OC(C)(C)C)C1)[N+](=O)[O-]